4,5-bis(4-fluoroanilino)-phthalimide FC1=CC=C(NC=2C=C3C(C(=O)NC3=O)=CC2NC2=CC=C(C=C2)F)C=C1